COCCN1C(=NN=C1)C=O 4-(2-methoxyethyl)-4H-1,2,4-triazole-3-carbaldehyde